OC(CCCCCC(C(=O)O)(C)C)CCCCCC(C(=O)O)(C)C 8-Hydroxy-2,2,14,14-tetramethylpentadecanedioic acid